4-(4-amino-2-fluoro-5-methoxyphenyl)-7-(1H-pyrazol-4-yl)isoxazolo[5,4-c]Pyridin-3-amine hydrochloride Cl.NC1=CC(=C(C=C1OC)C1=C2C(=C(N=C1)C=1C=NNC1)ON=C2N)F